ClC1=CC(=C(COC2=NC=CC(=N2)N2CC3=C(C2)CN(C3)CC3=NC2=C(N3CC3COC3)C=C(C=C2)C(=O)O)C=C1)F 2-((5-(2-((4-chloro-2-fluorobenzyl)oxy)pyrimidin-4-yl)-3,4,5,6-tetrahydropyrrolo[3,4-c]pyrrol-2(1H)-yl)methyl)-1-(oxetan-3-ylmethyl)-1H-benzo[d]imidazole-6-carboxylic acid